C1(=CC=CC=C1)CS(=O)(=O)NC1=C(C(=C(C=C1F)C1=CC2=C(N=C(N=C2)N[C@@H]2CNC[C@H](C2)F)N(C1=O)C1COCC1)F)F 1-Phenyl-N-(2,3,6-trifluoro-4-(2-(((3S,5S)-5-fluoropiperidin-3-yl)amino)-7-oxo-8-(tetrahydrofuran-3-yl)-7,8-dihydropyrido[2,3-d]pyrimidin-6-yl)phenyl)methanesulfonamide